NC1=C2C(=C3C(=N1)C=C(N3)C(=O)N(C(C)C3=NC=C(C=C3F)N3CCOCC3)CC)COC2 5-amino-N-ethyl-N-(1-(3-fluoro-5-morpholinopyridin-2-yl)ethyl)-6,8-dihydro-1H-furo[3,4-d]pyrrolo[3,2-b]pyridine-2-carboxamide